O[C@@H]([C@H](C)NS(=O)(=O)C1=CC=C(C=C1)C)C |o1:1,2| N-[rel-(2S,3R)-3-hydroxybut-2-yl]-4-methylbenzene-1-sulfonamide